C[Si](CCOCN1N=CC(=C1)CN)(C)C (1-((2-(trimethylsilyl)ethoxy)methyl)-1H-pyrazol-4-yl)methylamine